C(C)(C)(C)OC(=O)N1C[C@H](CC(C1)(F)F)NC=1C2=C(N=CN1)C(=CC(=N2)Cl)C(=O)OC methyl (S)-4-((1-(tert-butoxycarbonyl)-5,5-difluoropiperidin-3-yl)amino)-6-chloropyrido[3,2-d]pyrimidine-8-carboxylate